ClC1=CC=C(\C=C\2/C(NC3=CC=C(C=C23)F)=O)C=C1 (Z)-3-(4-chlorobenzylidene)-5-fluoroindolin-2-one